2,7-dichlorobenzotriazole ClN1N=C2C(=N1)C(=CC=C2)Cl